(R)-1-((2'-chloro-4-(difluoromethyl)-3'-fluoro-[2,4'-bipyridin]-5-yl)oxy)-2,4-dimethylpentan-2-amine ClC1=NC=CC(=C1F)C1=NC=C(C(=C1)C(F)F)OC[C@@](CC(C)C)(N)C